[Cl-].ClC1=C(C(=CC(=C1)C(F)(F)F)Cl)[N+]#N 2,6-dichloro-4-trifluoromethyl-benzenediazonium chloride